N=C(CCNC(=O)C1=CC(=CN1C)NC(=O)C=1N(C=CC1)C)N1CCN(CC1)C N-(5-((3-imino-3-(4-methylpiperazin-1-yl)propyl)carbamoyl)-1-methyl-1H-pyrrol-3-yl)-1-methyl-1H-pyrrole-2-carboxamide